CN(CCC(=O)OCC)C ethyl (3-dimethylaminopropanoate)